(E)-3-methyl-4-((5-(piperidin-1-yl)thiophen-2-yl)methylene)isoxazol-5(4H)-one CC\1=NOC(/C1=C/C=1SC(=CC1)N1CCCCC1)=O